C(=S)=S carbon di-sulphide